2-(5-(Furan-2-yl)-4-methyl-1H-pyrazol-3-yl)phenol O1C(=CC=C1)C1=C(C(=NN1)C1=C(C=CC=C1)O)C